C(C)(C)(C)OC(=O)NC=1C=CC(=C(C(=O)O)C1)CCC(=O)OC 5-((tert-butoxycarbonyl)amino)-2-(3-methoxy-3-oxopropyl)benzoic acid